NC1=NC=CC(=C1Cl)SC1=C(N=C(C=2N1N=C(C2)CO)N2CCC1([C@@H]([C@@H](OC1)C)N)CC2)C {7-[(2-amino-3-chloropyridin-4-yl)sulfanyl]-4-[(3S,4S)-4-amino-3-methyl-2-oxa-8-azaspiro[4.5]decan-8-yl]-6-methylpyrazolo[1,5-a]pyrazin-2-yl}methanol